CN1N=CC2=C(C=C(C=C12)CC1CC2(CN(C2)C(=O)C2CC(C2)(C)O)C1)C (6-((1,4-Dimethyl-1H-indazol-6-yl)methyl)-2-azaspiro[3.3]heptan-2-yl)((1s,3s)-3-hydroxy-3-methylcyclobutyl)methanone